7-isopropyl-5-methylthieno[3,2-c]pyridin-4(5H)-one C(C)(C)C=1C2=C(C(N(C1)C)=O)C=CS2